2,4,6-triiodobenzenesulfonyl chloride IC1=C(C(=CC(=C1)I)I)S(=O)(=O)Cl